diarsenic oxide O[As](O)O